N-[5-(trimethoxysilylpropyl)-2-aza-1-oxopentyl]caprolactam CO[Si](OC)(OC)CCCCCCNC(=O)N1C(CCCCC1)=O